(2S,4R)-tert-butyl 4-(2-(6-hydroxy-2,7-dimethyl-2H-indazol-5-yl)-5-oxopyrido[4,3-d]pyrimidin-6(5H)-yl)-2-methylpiperidine-1-carboxylate OC=1C(=CC2=CN(N=C2C1C)C)C=1N=CC2=C(N1)C=CN(C2=O)[C@H]2C[C@@H](N(CC2)C(=O)OC(C)(C)C)C